6-phenyl-2H-chromene-3-carboxylic acid C1(=CC=CC=C1)C=1C=C2C=C(COC2=CC1)C(=O)O